C(C)OC=1C=C(C=CC1)NCC(O)C=1NC(NC1)=O 4-[2-(3-ethoxyphenylamino)-1-hydroxyethyl]-1,3-dihydroimidazol-2-one